O=C1CC[C@@H](CCC1)C=1C=C2C(=NC1)NC(N2C2CCN(CC2)C(C2=CC=C(C=C2)OC(F)(F)F)=O)=O |r| (rac)-6-(4-oxocycloheptyl)-1-[1-[4-(trifluoromethoxy)benzoyl]-4-piperidyl]-3H-imidazo[4,5-b]pyridin-2-one